CN(C)CC1=C(C=C(C=C1)[S@@](=O)(N)=NC(NC1=C2CCCC2=CC=2CCCC12)=O)F |o1:10| (R) or (S)-4-((dimethylamino)methyl)-3-fluoro-N'-((1,2,3,5,6,7-hexahydro-s-indacen-4-yl)carbamoyl)benzenesulfonimidamide